FC(C(=O)[O-])(F)F.FC(C(=O)[O-])(F)F.[NH2+]1CCCC12CCN(CC2)C(=O)C=2C=C(C[NH+]1N=CC(C3=CC=CC=C13)=O)C=CC2F 1-[3-(8-aza-1-azoniaspiro[4.5]dec-8-ylcarbonyl)-4-fluorobenzyl]-4-oxo-1,4-dihydrocinnolin-1-ium bis(trifluoroacetate)